C(C=C)OC(CC(=O)[O-])=O monoallylmalonate